(3-(5-(2-methyl-[1,1'-biphenyl]-3-yl)-4H-1,2,4-triazol-3-yl)benzyl)glycine CC1=C(C=CC=C1C=1NC(=NN1)C=1C=C(CNCC(=O)O)C=CC1)C1=CC=CC=C1